C12N(CC(NC1)C2)C2=C1C(N(C(C1=CC(=C2F)F)=O)C2C(NC(CC2)=O)=O)=O 4-(2,5-diazabicyclo[2.2.1]heptan-2-yl)-2-(2,6-dioxopiperidin-3-yl)-5,6-difluoroisoindoline-1,3-dione